C(C1=CC=CC=C1)SC1=NC(=CC=C1)F 2-(benzylthio)-6-fluoropyridine